(7R)-2-{1-[(1-benzoylazetidin-3-yl)methyl]-2-[1-(cyclopropylmethyl)-1H-indol-2-yl]-7-methyl-1H-1,3-benzodiazole-5-carbonyl}-2-azabicyclo[2.2.1]heptan-7-amine C(C1=CC=CC=C1)(=O)N1CC(C1)CN1C(=NC2=C1C(=CC(=C2)C(=O)N2C1CCC(C2)[C@H]1N)C)C=1N(C2=CC=CC=C2C1)CC1CC1